(R)-N-(4-fluoro-5-((3-((6-methoxypyrimidin-4-yl)methyl)piperidin-1-yl)methyl)thiazol-2-yl)propanamide FC=1N=C(SC1CN1C[C@H](CCC1)CC1=NC=NC(=C1)OC)NC(CC)=O